ClC(=C)C1=CC=C(C=C1)Cl α-chloro-4-chlorostyrene